O=C1NC(CC[C@H]1N1CC2=CC=C(C=C2C1=O)[C@@H]1[C@@H](CN(CC1)C1CC(C1)OC1CCN(CC1)C(=O)OC(C)(C)C)F)=O tert-butyl 4-((1S,3r)-3-((3S,4R)-4-(2-(2,6-dioxopiperidin-3-yl)-3-oxoisoindolin-5-yl)-3-fluoropiperidin-1-yl)cyclobutoxy)piperidine-1-carboxylate